ON1C(CC(CC1(C)C)OC(C1CCC(C(=O)OC2CC(N(C(C2)(C)C)O)(C)C)CC1)=O)(C)C Bis(1-oxyl-2,2,6,6-tetra-methylpiperidin-4-yl)-hexahydroterephthalat